Cl.COC=1C=C2C(N(N=C(C2=CC1OC)CC=1C=C2CCN(C2=CC1)S(=O)(=O)N)C)=O 5-((6,7-dimethoxy-3-methyl-4-oxo-3,4-dihydro-phthalazin-1-yl)methyl)indoline-1-sulfonylamine hydrochloride